NC1=NC(=C(C=N1)[N+](=O)[O-])[N+](=O)[O-] 2-amino-5,6-dinitropyrimidine